ClC1=CC(=C(C=C1)[C@H]1OC2=C(C=CC=C2C(=C1)F)C1CCN(CC1)CC1=NC=2C(=NC(=CC2)C(=O)O)N1CC1(CC1)CF)OC (S)-2-((4-(2-(4-chloro-2-methoxyphenyl)-4-fluoro-2H-chromene-8-yl)piperidin-1-yl)methyl)-3-((1-(fluoromethyl)cyclopropyl)methyl)-3H-imidazo[4,5-b]pyridine-5-carboxylic acid